bromo-2-chloro-5-ethoxy-3-fluoro-2'-methyl-[1,1'-biphenyl]-4-carbaldehyde BrC1=C(C(=C(C(=C1C1=C(C=CC=C1)C)Cl)F)C=O)OCC